8-bromo-N-((5-fluoro-2,3-dihydrobenzofuran-4-yl)methyl)-1,6-naphthyridin-5-amine BrC1=CN=C(C=2C=CC=NC12)NCC1=C(C=CC2=C1CCO2)F